N-((2-fluorobenzyl)(oxo)(trifluoromethyl)-λ6-sulfaneylidene)-4-(5-(trifluoromethyl)-1,2,4-oxadiazol-3-yl)benzamide FC1=C(CS(=NC(C2=CC=C(C=C2)C2=NOC(=N2)C(F)(F)F)=O)(C(F)(F)F)=O)C=CC=C1